BrC1=NN2C(C(=C(C=C2)C=2C=NN(C2)C(C)OCC)C)=N1 2-bromo-7-(1-(1-ethoxyethyl)-1H-pyrazol-4-yl)-8-methyl-[1,2,4]triazolo[1,5-a]pyridine